C(C)(C)(C)OC(=O)N1CC2(C1)CC(C2)N2N=C(C(=C2)C(F)(F)F)C2=C(C=CC(=C2)C)F 6-(3-(2-Fluoro-5-methylphenyl)-4-(trifluoromethyl)-1H-pyrazol-1-yl)-2-azaspiro[3.3]heptane-2-carboxylic acid tert-butyl ester